O=CCCCCCC=1N=C(N(C1)C1=CC=CC=C1)C1=C(C(=O)N)C=CC=C1C=1C=NN(C1)COCC[Si](C)(C)C (4-(6-oxohexyl)-1-phenyl-1H-imidazol-2-yl)-3-(1-((2-(trimethylsilyl)ethoxy)methyl)-1H-pyrazol-4-yl)benzamide